Pyrrolidin-3-ylmethyl-(7-fluoro-6-(8-methyl-2,3-dihydro-1H-pyrido[2,3-b][1,4]oxazin-7-yl)isochinolin-3-yl)carbamat N1CC(CC1)COC(NC=1N=CC2=CC(=C(C=C2C1)C1=C(C2=C(OCCN2)N=C1)C)F)=O